methyl (2R)-2-[[(2R)-2-(tert-butoxycarbonylamino)-3-phenyl-propanoyl]amino]-4-methyl-pentanoate C(C)(C)(C)OC(=O)N[C@@H](C(=O)N[C@@H](C(=O)OC)CC(C)C)CC1=CC=CC=C1